trans-4-((3-(1-Iso-propyl-1H-pyrazol-4-yl)phenyl)((trans-4-(5-methoxy-6-methyl-pyridin-2-yl)cyclohexyl)methyl)carbamoyl)cyclohexyl 3-(dimethylamino)-azetidine-1-carboxylate CN(C1CN(C1)C(=O)O[C@@H]1CC[C@H](CC1)C(N(C[C@@H]1CC[C@H](CC1)C1=NC(=C(C=C1)OC)C)C1=CC(=CC=C1)C=1C=NN(C1)C(C)C)=O)C